C(C)(C)(C)OC(=O)N1C2CCC1CC2 7-azabicyclo-[2.2.1]Heptane-7-carboxylic acid tert-butyl ester